N1C(=NC2=C1C=CC=C2)C2=C(C(=CC=C2)Cl)C=2C(=CC(=CC2)C(N[C@@H](CCC)C2=NC=CC=C2)=O)C(=O)O (S)-2'-(1H-1,3-benzodiazol-2-yl)-6'-chloro-4-{[1-(pyridin-2-yl)butyl]carbamoyl}-[1,1'-biphenyl]-2-carboxylic acid